6-amino-2-(3-(3,4-Dihydroisoquinolin-2(1H)-yl)-2-hydroxypropyl)-3,4-dihydroisoquinolin-1(2H)-one NC=1C=C2CCN(C(C2=CC1)=O)CC(CN1CC2=CC=CC=C2CC1)O